6-(4-((3-fluoropyridin-4-yl)amino)-3-isopropyl-3H-imidazo[4,5-c]pyridin-6-yl)-3-hydroxy-3-methyl-1-((1s,3s)-3-(piperidin-1-yl)cyclobutyl)indolin-2-one FC=1C=NC=CC1NC1=NC(=CC2=C1N(C=N2)C(C)C)C2=CC=C1C(C(N(C1=C2)C2CC(C2)N2CCCCC2)=O)(C)O